C(C=C)(=O)N1CCCC2=CC(=CC=C12)C=1C=2N(C=C(C1)C1=CC=C(C=C1)N1CCN(CC1)C)N=CC2C#N 4-(1-propenoyl-1,2,3,4-tetrahydroquinolin-6-yl)-6-(4-(4-methylpiperazin-1-yl)phenyl)pyrazolo[1,5-a]pyridine-3-carbonitrile